ClC1=C(C=CC(=C1)C1=NN(C=N1)C1=CC=C(C=C1)OC(F)(F)F)NC(=O)\N=C\1/SCC(N1C1=C(C=CC(=C1)C)C(C)C)=O (Z)-1-(2-chloro-4-(1-(4-(trifluoromethoxy)phenyl)-1H-1,2,4-triazol-3-yl)phenyl)-3-(3-(2-isopropyl-5-methylphenyl)-4-oxothiazolidin-2-ylidene)urea